C(CCC)OC=1C(=C(C(=CC1)F)CC(=O)NC(N)=N)F 2-(3-butoxy-2,6-difluorophenyl)-N-carbamimidoylacetamide